aniline thiophosphate P(=S)(O)(O)O.NC1=CC=CC=C1